(indenyl)titanium (IV) C1(C=CC2=CC=CC=C12)[Ti+3]